C(COCCNCCOCCOCCO)O 3,9,12-trioxa-6-azatetradecane-1,14-diol